2-methyl-1,4-bis(n-octanoyloxy)naphthalene CC1=C(C2=CC=CC=C2C(=C1)OC(CCCCCCC)=O)OC(CCCCCCC)=O